bis(2,6-di-t-butylphenyl) (4-vinylphenyl) phosphite P(OC1=C(C=CC=C1C(C)(C)C)C(C)(C)C)(OC1=C(C=CC=C1C(C)(C)C)C(C)(C)C)OC1=CC=C(C=C1)C=C